6-(6-methyl-1,4,5,6-tetrahydropyridin-2-yl)-4-(trifluoromethyl)-2,3-dihydro-1H-isoindol-1-one CC1CCC=C(N1)C1=CC(=C2CNC(C2=C1)=O)C(F)(F)F